3-butylethyl-1,5-pentanediol C(CCC)C(CC(O)CC)CCO